C(C=C)(=O)OC1=C(C=C(C=C1C(C)(C)CC)C(C)(C)CC)C(C)C1=C(C(=CC(=C1)C(C)(C)CC)C(C)(C)CC)O 2-(1-(2-Hydroxy-3,5-di-tert-pentyl-phenyl)ethyl)-4,6-di-tert-pentyl-phenyl acrylate